5-(2-(3-oxa-8-azabicyclo[3.2.1]oct-8-yl)-6-morpholinopyrimidin-4-yl)-4-(difluoromethyl)pyridin-2-amine C12COCC(CC1)N2C2=NC(=CC(=N2)C=2C(=CC(=NC2)N)C(F)F)N2CCOCC2